C(C)N1N=C(C(=C1)C=O)C 1-ethyl-3-methyl-1H-pyrazole-4-carbaldehyde